COC=1C=C(C(=O)NN=C(C(=O)O)C)C=CC1 pyruvic acid-3-methoxybenzoyl hydrazone